O[C@@H]1C[C@H]2C[C@@H]([C@H]3[C@@H]4CC[C@H]([C@@H](CCC)C)[C@]4([C@H](C[C@@H]3[C@]2(CC1)C)O)C)O 3β,7β,12α-trihydroxy-5β-cholane